C(CC)(=O)ONCCN.[Na] sodium N-(2-amino ethyl)-amino propionate